4-amino-N-(5-chlorobenzo[d]oxazol-2-yl)-1-(1-(4-(diethylamino)but-2-enoyl)pyrrolidin-3-yl)-1H-pyrazolo[3,4-d]pyrimidine-3-carboxamide NC1=C2C(=NC=N1)N(N=C2C(=O)NC=2OC1=C(N2)C=C(C=C1)Cl)C1CN(CC1)C(C=CCN(CC)CC)=O